bis(β-epithiopropyl)sulfide CC1(CS1)SC1(C)CS1